N-(4-((3-methoxy-4-(2-methyl-2H-1,2,3-triazol-4-yl)pyridin-2-yl)amino)-5-propionylpyridin-2-yl)cyclopropanecarboxamide COC=1C(=NC=CC1C1=NN(N=C1)C)NC1=CC(=NC=C1C(CC)=O)NC(=O)C1CC1